C(=O)O.CN(C)CC=1C=CC(=NC1)NC1=C2C(=NC(=C1)OC=1C(=CC(=NC1)C#N)C)N(C=N2)C 5-[7-[[5-[(dimethylamino)methyl]pyridin-2-yl]amino]-3-methylimidazo[4,5-b]pyridin-5-yl]oxy-4-methylpyridin-2-carbonitrile formate